N,N'-diphenyl-N,N'-bis(1-naphthyl)-1,1'-biphenyl-4,4'-diamine C1(=CC=CC=C1)N(C1=CC=C(C=C1)C1=CC=C(C=C1)N(C1=CC=CC2=CC=CC=C12)C1=CC=CC=C1)C1=CC=CC2=CC=CC=C12